tert-butyl 4-(5-aminopyridin-3-yl)piperidine-1-carboxylate NC=1C=C(C=NC1)C1CCN(CC1)C(=O)OC(C)(C)C